(3-(9H-carbazol-9-yl-d8)phenyl-2,4,5,6-d4)boronic acid C1(=C(C(=C(C=2C3=C(C(=C(C(=C3N(C12)C=1C(=C(C(=C(C1[2H])[2H])[2H])B(O)O)[2H])[2H])[2H])[2H])[2H])[2H])[2H])[2H])[2H]